(S)-1-(6-Oxo-5-(trifluoromethyl)-1,6-dihydropyridin-3-yl)propan-2-yl 5-(trifluoromethyl)-3',6'-dihydro-[2,4'-bipyridine]-1'(2'H)-carboxylate FC(C=1C=CC(=NC1)C=1CCN(CC1)C(=O)O[C@H](CC1=CNC(C(=C1)C(F)(F)F)=O)C)(F)F